BrC1=C(C(=O)OC)C=CC(=C1C)C methyl 2-bromo-3,4-dimethylbenzoate